2-(3-pyridinyl)-7-benzothiazolecarboxylic acid N1=CC(=CC=C1)C=1SC2=C(N1)C=CC=C2C(=O)O